Cl.C(C)(C)(C)OC(=O)N([C@H]1CN(CCC1)C=1C=CC(=NC1)C1(COC1)C(=O)O)CC1CC1 (R)-3-(5-(3-((tert-butoxycarbonyl)(cyclopropylmethyl)amino)piperidin-1-yl)pyridin-2-yl)oxetane-3-carboxylic acid HCl salt